methyl (R)-4-(3-(benzyloxy)propyl)-1-(N-(tert-butoxycarbonyl)-N-methyl-L-leucyl)piperazine-2-carboxylate C(C1=CC=CC=C1)OCCCN1C[C@@H](N(CC1)C([C@@H](N(C)C(=O)OC(C)(C)C)CC(C)C)=O)C(=O)OC